COC1=CC=C(C=N1)OC1CCN(CC1)C1=C(C=C2C(=N1)CN(C2)C(=O)C2COC2)C (2-(4-((6-methoxypyridin-3-yl)oxy)piperidin-1-yl)-3-methyl-5,7-dihydro-6H-pyrrolo[3,4-b]pyridin-6-yl)(oxetan-3-yl)methanone